4-(2-Amino-2-methylpropanoyl)-N-(1-(6-(((1S,3S)-3-aminocyclopentyl)amino)-5,6,7,8-tetrahydronaphthalen-2-yl)-2-oxo-1,2-dihydropyrimidin-4-yl)piperazine-1-carboxamide hydrochloride Cl.NC(C(=O)N1CCN(CC1)C(=O)NC1=NC(N(C=C1)C1=CC=2CCC(CC2C=C1)N[C@@H]1C[C@H](CC1)N)=O)(C)C